NCC1=CC(=C(C(=C1)C)NC(=O)C1=CC2=C(OCCC3=C2SC=C3)C=C1C=1C(=NC(=CC1)C(=O)N1CC3(CC1)CCCC3)C(=O)O)C 3-(9-((4-(aminomethyl)-2,6-dimethylphenyl)carbamoyl)-4,5-dihydrobenzo[b]thieno[2,3-d]oxepin-8-yl)-6-(2-azaspiro[4.4]nonane-2-carbonyl)picolinic acid